[(3R,5aR,6R,7R,8aS)-6-[(1E,3R)-4-phenoxy-3-(tetrahydro-2H-pyran-2-yloxy)-1-buten-1-yl]-7-(tetrahydro-2H-pyran-2-yloxy)octahydro-2H-cyclopenta[b]oxepin-3-yl]methanol O(C1=CC=CC=C1)C[C@@H](/C=C/[C@H]1[C@@H](C[C@@H]2OC[C@H](CC[C@@H]21)CO)OC2OCCCC2)OC2OCCCC2